2-(dimethylnitroryl)ethyldodecanamide C[N+]([O-])(C)CCC(C(=O)N)CCCCCCCCCC